(R)-2-(3-((4-(4-Hydroxybenzo[b]thiophen-5-yl)-5,7-dihydrofuro[3,4-d]pyridazin-1-yl)amino)piperidin-1-yl)-1-(4-hydroxypiperidin-1-yl)ethan-1-one OC1=C(C=CC=2SC=CC21)C=2C1=C(C(=NN2)N[C@H]2CN(CCC2)CC(=O)N2CCC(CC2)O)COC1